C(C)N1C=[N+](C2=C1C=CC=C2)C 1-ethyl-3-methyl-1H-1,3-benzodiazol-3-ium